BrC1=CC=2C(C3=CC=CC=C3C2C=C1)(C1=CC=CC=C1)C1=CC=C(C=O)C=C1 4-(2-bromo-9-phenyl-9H-fluoren-9-yl)benzaldehyde